2-methoxy-N-(3-(pyridin-2-yl)azetidin-3-yl)acetamide COCC(=O)NC1(CNC1)C1=NC=CC=C1